5-(4-(3-((4-((8-cyclopentyl-7-oxo-7,8-dihydropyrido[2,3-d]pyrimidin-2-yl)amino)-piperidin-1-yl)sulfonyl)benzyl)piperazin-1-yl)-2-(2,6-dioxopiperidin-3-yl)-6-fluoroisoindoline-1,3-dione C1(CCCC1)N1C(C=CC2=C1N=C(N=C2)NC2CCN(CC2)S(=O)(=O)C=2C=C(CN1CCN(CC1)C=1C=C3C(N(C(C3=CC1F)=O)C1C(NC(CC1)=O)=O)=O)C=CC2)=O